O=C1SCC2=C(C1=COCC(=O)OC)C=CC=C2 methyl [(3-oxo-1H-2-benzothiopyran-4(3H)-ylidene) methoxy]acetate